(3R,4R)-3-((dimethylamino)methyl)-4-(3-methoxyphenyl)piperidine-4-benzoic acid CN(C)C[C@H]1CNCC[C@]1(C1=CC=CC=C1C(=O)O)C1=CC(=CC=C1)OC